CC(C)[C@@H](C)CC[C@@H](C)[C@H]1CCC2=C3CCC4CCCC[C@]4(C)[C@H]3CC[C@]12C Ergost-8(14)-ene